4-chloro-N-(2-(1-phenylvinyl)phenyl)benzenesulfonamide sodium ethylcarbamate C(C)NC([O-])=O.[Na+].ClC1=CC=C(C=C1)S(=O)(=O)NC1=C(C=CC=C1)C(=C)C1=CC=CC=C1